C(#N)C=1C(=NN2C1NC1=C(CC2)C=C(C=C1)N1CCNCC1)C1=C(C(=C(C(=O)NC2=NC=CC(=C2)C(F)(F)F)C=C1)C)F 4-(3-cyano-7-(piperazin-1-yl)-9,10-dihydro-4H-benzo[d]pyrazolo[1,5-a][1,3]diazepin-2-yl)-3-fluoro-2-methyl-N-(4-(trifluoromethyl)pyridin-2-yl)benzamide